4-[(2-Vinylpyridin-3-yl)amino]piperidine-1-carboxylic acid tert-butyl ester C(C)(C)(C)OC(=O)N1CCC(CC1)NC=1C(=NC=CC1)C=C